1-(5Z,8Z,11Z,14Z-eicosatetraenoyl)-2-(11Z-octadecenoyl)-sn-glycero-3-phosphocholine CCCCCC/C=C\CCCCCCCCCC(=O)O[C@H](COC(=O)CCC/C=C\C/C=C\C/C=C\C/C=C\CCCCC)COP(=O)([O-])OCC[N+](C)(C)C